2-oxo-5-((3S,4R)-quinuclidine-3-carboxamido)hexanediamide O=C(C(=O)N)CCC(C(=O)N)NC(=O)[C@@H]1CN2CCC1CC2